C(#N)C=C(C1=CC(=CC=C1)OC)B1OC(C)(C)C(C)(C)O1 2-cyano-1-(3-methoxyphenyl)vinylboronic acid pinacol ester